4-(4-fluorobenzyl)-1,2,3,4-tetrahydroquinoxaline FC1=CC=C(CN2CCNC3=CC=CC=C23)C=C1